C(C)(C)(C)OC(=O)N1[C@H](C[C@@H](C1)CC1=CC=CC=C1)C(N[C@H](C(=O)NCC=1C(=NC(=CC1)N)C)CCC(=O)N)=O (2R,4S)-2-(((S)-5-amino-1-(((6-amino-2-methylpyridin-3-yl)methyl)amino)-1,5-dioxo-pentan-2-yl)carbamoyl)-4-benzylpyrrolidine-1-carboxylic acid tert-butyl ester